Trans-5-(3-(3-bromo-4-chlorophenyl)-2,2-dichloropropane-1-carboxamido)-2-chloro-N-(3-(2,2-difluoroacetamido)-2,4-difluorophenyl)benzamide BrC=1C=C(C=CC1Cl)CC(CC(=O)NC=1C=CC(=C(C(=O)NC2=C(C(=C(C=C2)F)NC(C(F)F)=O)F)C1)Cl)(Cl)Cl